nitrilotriacetic acid tripotassium salt [K+].[K+].[K+].N(CC(=O)[O-])(CC(=O)[O-])CC(=O)[O-]